O=C1C(=CNC=2N1N=CC2)C(=O)OCC ethyl 7-oxo-4h,7h-pyrazolo[1,5-a]pyrimidine-6-carboxylate